C(CCCCCCCC(=O)OCCCCCCCCCCC)(=O)OCC(COC(CCCCCCC\C=C/C\C=C/CCCCC)=O)=O 1-(3-(((9Z,12Z)-octadeca-9,12-dienoyl) oxy)-2-oxopropyl) 9-undecyl azelate